2,2,7-Trifluoro-6-(perfluorophenyl)-2H-benzo[b][1,4]oxazin-3(4H)-one FC1(C(NC2=C(O1)C=C(C(=C2)C2=C(C(=C(C(=C2F)F)F)F)F)F)=O)F